C(C1=CC=CC=C1)N(C1=NC=2CCN(C(C2C=C1)=O)C(=O)OC(C)(C)C)C tert-butyl 2-[benzyl (methyl) amino]-5-oxo-7,8-dihydro-1,6-naphthyridine-6-carboxylate